N-((5-(5-(difluoromethyl)-1,3,4-oxadiazol-2-yl)-3-fluoropyridin-2-yl)methyl)-N-(2,5-difluorophenyl)-1-iminothiomorpholin-4-carboxamide 1-oxide FC(C1=NN=C(O1)C=1C=C(C(=NC1)CN(C(=O)N1CCS(CC1)(=N)=O)C1=C(C=CC(=C1)F)F)F)F